FC=1C=NC(=NC1)C=1C=C(C=CC1C)NC(=O)N1C2CC(CC1(C2)C(C)O)C cis-N-(3-(5-fluoropyrimidin-2-yl)-4-methylphenyl)-1-(1-hydroxyethyl)-3-methyl-6-azabicyclo[3.1.1]heptane-6-carboxamide